O[C@@H](COC)C[C@H]([C@H](CC=C)C)S(=O)(=O)N(CC1=CC=C(C=C1)OC)CC1=CC=C(C=C1)OC (2R,4R,5S)-2-HYDROXY-1-METHOXY-N,N-BIS(4-METHOXYBENZYL)-5-METHYLOCT-7-ENE-4-SULFONAMIDE